N1=CN=C2N=CNC2=C1N[C@@H]1[C@H]([C@@H]([C@H]([C@@H](O1)CO)NC([C@@H](C)N(C(OC(C)(C)C)=O)C)=O)O)O tert-butyl ((R)-1-(((2R,3R,4R,5S,6S)-6-((7H-purin-6-yl)amino)-4,5-dihydroxy-2-(hydroxymethyl)tetrahydro-2H-pyran-3-yl)amino)-1-oxopropan-2-yl)(methyl)carbamate